{2,8-dimethylimidazo[1,2-a]pyrazin-6-yl}-4-ethoxy-2-{octahydropyrrolo[3,4-c]pyrrol-2-yl}pyrimidine-5-carboxamide CC=1N=C2N(C=C(N=C2C)C2=C(C(=NC(=N2)N2CC3CNCC3C2)OCC)C(=O)N)C1